C(C)(=O)N[C@@H](CSC=1N(C=2N=C(NC(C2N1)=O)N)CC1=C(C=CC=C1)Cl)C(=O)NCCOCCOCCOCCOCCOCCCCCCCl N2-acetyl-S-(2-amino-9-(2-chlorobenzyl)-6-oxo-6,9-dihydro-1H-purin-8-yl)-N-(21-chloro-3,6,9,12,15-pentaoxahenicos-1-yl)-L-cysteinamide